2-[4-[6-(4-benzyloxycarbonyl-5-methyl-2,3-dihydroquinoxalin-1-yl)-2-methylsulfinyl-7-oxo-pyrido[2,3-d]pyrimidin-8-yl]-N-methyl-anilino]-N,N-dimethyl-ethanamine oxide C(C1=CC=CC=C1)OC(=O)N1CCN(C2=CC=CC(=C12)C)C1=CC2=C(N=C(N=C2)S(=O)C)N(C1=O)C1=CC=C(N(C)CC[N+](C)(C)[O-])C=C1